1-(2,6-diaza-bicyclo[3.2.0]heptan-6-yl)prop-2-en-1-one C12NCCC2N(C1)C(C=C)=O